8-(2-(2-methoxyethoxy)ethoxy)-6H-benzo[c]chromen-6-one COCCOCCOC=1C=CC2=C(C(OC3=CC=CC=C23)=O)C1